3,5-dimethyl-4-[8-methyl-2-[4-(4-methylpiperazin-1-yl)anilino]-7-oxo-pyrido[2,3-d]pyrimidin-6-yl]piperazine-1-carboxylic acid tert-butyl ester C(C)(C)(C)OC(=O)N1CC(N(C(C1)C)C1=CC2=C(N=C(N=C2)NC2=CC=C(C=C2)N2CCN(CC2)C)N(C1=O)C)C